C12(CC(C1)C2)C=2SC(=C(N2)C=2C(=C(C=CC2)NS(=O)(=O)C2=C(C=CC=C2F)F)F)C2=NC(=NC=C2Cl)NC2CC1(CS(C1)(=O)=O)C2 N-(3-(2-(bicyclo[1.1.1]pentan-1-yl)-5-(5-chloro-2-((2,2-dioxido-2-thiaspiro[3.3]-heptan-6-yl)amino)pyrimidin-4-yl)thiazol-4-yl)-2-fluorophenyl)-2,6-difluorobenzenesulfonamide